COC(=O)C=1C=CC2=C(N(C(=N2)CCl)CCOC)C1 2-(chloromethyl)-1-(2-methoxyethyl)-1H-benzo[d]Imidazole-6-carboxylic acid methyl ester